(12R or S,14S)-12-methoxy-4-(methoxymethyl)-18-methyl-16-oxa-7,10,20,21,24-pentaazapentacyclo[15.5.2.12,6.010,14.020,23]pentacosa-1(23),2,4,6(25),17(24),18,21-heptaen-11-one CO[C@H]1C(N2CCNC=3C=C(C=C(C=4C=NN5C=C(C(OC[C@@H]2C1)=NC45)C)C3)COC)=O |o1:2|